((6-(isopropyl(methyl)amino)-2-(6-(4-isopropyl-5-(methylthio)-4H-1,2,4-triazol-3-yl) Pyridin-2-yl)-1-oxo-2,3-dihydro-1H-pyrrolo[3,4-c]pyridin-4-yl)methyl)(methyl)carbamate C(C)(C)N(C1=CC2=C(C(=N1)COC(NC)=O)CN(C2=O)C2=NC(=CC=C2)C2=NN=C(N2C(C)C)SC)C